CN1N=C(C=C1)C=1C(=CC(=NC1)NC(C)=O)NC1=NC(=CC(=C1)OC1COC1)S(=O)(=O)C N-(5-(1-methyl-1H-pyrazol-3-yl)-4-((6-(methylsulfonyl)-4-(oxetan-3-yloxy)pyridin-2-yl)amino)pyridin-2-yl)acetamide